COC1=C(C=O)C=C(C(=C1)C=O)OC 2,5-bis(methoxy)terephthalaldehyde